COC=1C=C(C=CC1N1C=NC(=C1)C)C(=O)C=1C=C(C=CC1)C1=CC(=C(C(=C1)F)F)F (3-methoxy-4-(4-methyl-1H-imidazol-1-yl)phenyl)(3',4',5'-trifluoro-[1,1'-biphenyl]-3-yl)methanone